2,6-difluoro-4-bromophenol FC1=C(C(=CC(=C1)Br)F)O